FC1(C2(CN(C2)C[C@@H](CC(=O)OC)C2=CC(=CC=C2)N2N=C(C=C2C)C)CCN(C1)CCC1=NC=2NCCCC2C=C1)F methyl (S)-4-(5,5-difluoro-7-(2-(5,6,7,8-tetrahydro-1,8-naphthyridin-2-yl)ethyl)-2,7-diazaspiro[3.5]nonan-2-yl)-3-(3-(3,5-dimethyl-1H-pyrazol-1-yl)phenyl)butanoate